N-(1-(5-chloro-7-fluoro-6-(3-hydroxy-1-naphthalenyl)-2,1-benzothiazol-3-yl)-3-azetidinyl)-2-propenamide ClC=1C(=C(C=2C(=C(SN2)N2CC(C2)NC(C=C)=O)C1)F)C1=CC(=CC2=CC=CC=C12)O